C(=O)C1=CC(=C(C(=C1)[N+](=O)[O-])SCCC(=O)OCC(CCCC)CC)OC 2-ethylhexyl 3-(4-formyl-2-methoxy-6-nitro-phenyl)sulfanylpropanoate